2-[(6-iodo-2,2-dioxo-2λ6,5-dithia-3,20,25,26-tetrazatetracyclo[19.3.1.14,7.08,13]hexacosa-1(25),4(26),6,8,10,12,21,23-octaen-20-yl)methyl]-2-methyl-pentanoic acid IC=1SC=2NS(C=3C=CC=C(N(CCCCCCC4=CC=CC=C4C1N2)CC(C(=O)O)(CCC)C)N3)(=O)=O